1,5-dimethyl 3-{[3-(5-methyl-1,2,4-oxadiazol-3-yl)phenyl]-formamido}pentanedioate CC1=NC(=NO1)C=1C=C(C=CC1)C(=O)NC(CC(=O)OC)CC(=O)OC